1,1-di-(t-amylperoxy)cyclohexane tert-butyl-4-(benzofuran-7-yloxy)-2-chlorobenzoate C(C)(C)(C)OC(C1=C(C=C(C=C1)OC1=CC=CC=2C=COC21)Cl)=O.C(C)(C)(CC)OOC2(CCCCC2)OOC(C)(C)CC